C(C)(C)(C)OC(=O)NC=1C=CC(=NC1C)C=1N=NN(C1C(=O)O)C 4-(5-((Tert-butoxycarbonyl)amino)-6-methylpyridin-2-yl)-1-methyl-1H-1,2,3-triazole-5-carboxylic acid